tri-methylolpropane triisostearate C(CCCCCCCCCCCCCCC(C)C)(=O)O.C(CCCCCCCCCCCCCCC(C)C)(=O)O.C(CCCCCCCCCCCCCCC(C)C)(=O)O.C(O)C(CC)(CO)CO